furoylquinoline-2-carbaldehyde O1C(=CC=C1)C(=O)C=1C(=NC2=CC=CC=C2C1)C=O